2-(1-(2-chloro-6-(trifluoromethyl)pyrimidin-4-yl)azetidin-3-yl)acetic acid methyl ester COC(CC1CN(C1)C1=NC(=NC(=C1)C(F)(F)F)Cl)=O